N,N-dibutyldodecylamine N-oxide C(CCC)[N+](CCCC)(CCCCCCCCCCCC)[O-]